C(CCCCCCCCCCCCCCCCC)C(C(C(O)CCCCCCCCCCCCCCCCCC)O)O distearyl-rac-glycerol